2-nitro-2-hydroxy-3-dodecyl-5-methyl-azobenzene [N+](=O)([O-])C1(C(C=C(C=C1CCCCCCCCCCCC)C)N=NC1=CC=CC=C1)O